C(C)(C)(C)C1=CN=C(O1)CSC1=CN=C(S1)NCC1CCN(CC1)C1CCN(CC1)CC1=CC=C(C=C1)C(N(C(\C(=C/C1=CC=CC=C1)\C#N)=O)C)C1CC1 (Z)-N-((4-((4-(((5-(((5-(tert-butyl)oxazol-2-yl)methyl)thio)thiazol-2-yl)amino)methyl)-[1,4'-bipiperidin]-1'-yl)methyl)phenyl)(cyclopropyl)methyl)-2-cyano-N-methyl-3-phenylacrylamide